ClC1=CC=C(C=C1)C1(CCCC1)CNS(=O)(=O)C1=CC=C(C=C1)OC(F)(F)F N-((1-(4-chlorophenyl)cyclopentyl)methyl)-4-(trifluoromethoxy)benzenesulfonamide